(1R,3R)-N1-(3-bromo-6,7-dihydrospiro[cyclopenta[d]pyrazolo[1,5-a]pyrimidine-5,1'-cyclopentane]-8-yl)cyclobutane-1,3-diamine dihydrochloride Cl.Cl.BrC=1C=NN2C1N=C1C(=C2NC2CC(C2)N)CCC12CCCC2